tert-butyl (R)-(1-(6-chloro-5-fluoropyridin-3-yl)-3-(4-hydroxypiperidin-1-yl)propyl)carbamate ClC1=C(C=C(C=N1)[C@@H](CCN1CCC(CC1)O)NC(OC(C)(C)C)=O)F